2-((1-(2-(2-(2-(dimethylamino)ethyl)-1-oxoisoindolin-5-yl)-6-methyl-4-oxo-4H-chromen-8-yl)ethyl)amino)benzoic acid CN(CCN1C(C2=CC=C(C=C2C1)C=1OC2=C(C=C(C=C2C(C1)=O)C)C(C)NC1=C(C(=O)O)C=CC=C1)=O)C